6-(2,2,2-trifluoroethoxy)pyridine-3-carbaldehyde FC(COC1=CC=C(C=N1)C=O)(F)F